4-(4-Tosyl-3,4-dihydro-2H-pyrido[4,3-b][1,4]thiazin-8-yl)benzonitrile S(=O)(=O)(C1=CC=C(C)C=C1)N1C2=C(SCC1)C(=CN=C2)C2=CC=C(C#N)C=C2